methyl 5-((6-chloro-4-formylpyridin-3-yl) ethynyl)-4-methylpyridinecarboxylate ClC1=CC(=C(C=N1)C#CC=1C(=CC(=NC1)C(=O)OC)C)C=O